C(C)(C)C1=CC=C(C=N1)C=1N=C2N(C=CC=C2)C1CN1C2CN(C(C1)CC2)C(=O)[O-] 5-{[2-(6-isopropylpyridin-3-yl)imidazo[1,2-a]pyridin-3-yl]methyl}-2,5-diazabicyclo[2.2.2]octane-2-carboxylate